molybdenum-ruthenium-boron [B].[Ru].[Mo]